NC1=CC=CN=N1 6-aminopyridazin